dimethyl-4-propyl-quinoline CC=1C(=NC2=CC=CC=C2C1CCC)C